2-(Benzyloxy)-4,6-dihydroxyphenyl-(5-(((tetrahydrofuran-3-yl)amino)methyl)isoindolin-2-yl)methanone C(C1=CC=CC=C1)OC1=C(C(=CC(=C1)O)O)C(=O)N1CC2=CC=C(C=C2C1)CNC1COCC1